ClC=1C=CC(=C(OCC2=NC=C(C#N)C=C2)C1)F 6-((5-chloro-2-fluorophenoxy)methyl)nicotinonitrile